C(C)(=O)N1CC(C1)[C@@H](C)NC(=O)C1=CC2=CC=CC(=C2C=C1)C1=CC=C(C=C1)C(F)(F)F (R)-N-(1-(1-acetylazetidin-3-yl)ethyl)-5-(4-(trifluoromethyl)phenyl)-2-naphthamide